N1=CN=CC2=C1NC=C2 trans-7H-pyrrolo[2,3-D]pyrimidine